[Pb](I)I.C(CCC)[NH3+] n-butylammonium lead iodide